BrC=1C=C2C3(C(NC2=CC1)=O)C(C3)C#N 5'-bromo-2'-oxo-spiro[cyclopropane-2,3'-indoline]-1-carbonitrile